1-bromo-4-(3-methoxypropyl)benzene BrC1=CC=C(C=C1)CCCOC